1,10-phenanthroline-5-carboxylic acid N1=CC=CC=2C(=CC3=CC=CN=C3C12)C(=O)O